[Ag].[SiH2]1OC1=O siloxane ketone silver